tert-butyl-4-[6-cyclopropyl-5-(pyrazolo[1,5-a]pyrimidine-3-carbonylamino)indazol-2-yl]piperidine-1-carboxylate C(C)(C)(C)OC(=O)N1CCC(CC1)N1N=C2C=C(C(=CC2=C1)NC(=O)C=1C=NN2C1N=CC=C2)C2CC2